CC(C)(C#CC(C)(OOC(C)(C)C)C)OOC(C)(C)C 2,5-dimethyl-2,5-bis(tert-butylperoxy)-3-Hexyn